C(CCC)C1N(S(C2=C(N(C1)C1=CC=CC=C1)C=C(C(=C2)OCC2(CC2)C(=O)OCC)SC)(=O)=O)C Ethyl 1-(((3-butyl-2-methyl-7-(methylthio)-1,1-dioxido-5-phenyl-2,3,4,5-tetrahydro-1,2,5-benzothiadiazepin-8-yl)oxy)methyl)cyclopropane-1-carboxylate